C(C)(C)(C)OC(=O)N1CCC2(CC(C2(Cl)Cl)=O)CC1 1,1-dichloro-2-oxo-7-azaspiro[3.5]nonane-7-carboxylic acid tert-butyl ester